N-(2-(2-amino-6-(isopropylamino)-9H-purin-9-yl)ethyl)-1-ethyl-3-methyl-1H-pyrazole-5-carboxamide NC1=NC(=C2N=CN(C2=N1)CCNC(=O)C1=CC(=NN1CC)C)NC(C)C